CC1=C(N=C2N(C1=O)C=C(C=C2C(C)NC2=C(C(=O)O)C=CC=C2)C)OC2CCOCC2 2-((1-(3,7-dimethyl-4-oxo-2-((tetrahydro-2H-pyran-4-yl)oxy)-4H-pyrido[1,2-a]pyrimidin-9-yl)ethyl)amino)benzoic acid